N2-tert-butyl-N8-(3-chloro-5-(trifluoromethyl)phenyl)-9-(pyrrolidin-3-yl)-9H-purine-2,8-diamine C(C)(C)(C)NC1=NC=C2N=C(N(C2=N1)C1CNCC1)NC1=CC(=CC(=C1)C(F)(F)F)Cl